Cl.O1C[C@@H](CCC1)N |r| (±)-tetrahydro-2H-pyran-3-amine hydrochloride